1-{4-[5-(3-Chloro-4-isobutyl-phenyl)-[1,2,4]-oxadiazol-3-yl]-benzyl}-4-pyridin-3-ylmethyl-piperidine-4-carboxylic acid ClC=1C=C(C=CC1CC(C)C)C1=NC(=NO1)C1=CC=C(CN2CCC(CC2)(C(=O)O)CC=2C=NC=CC2)C=C1